CN(C)CC(=O)C=1C=C(C(O)=CC1)O 4-(dimethylamino)acetylcatechol